(S)-1-(6-(4-(5-chloro-6-methyl-1H-indazol-4-yl)-5-methyl-3-(1-methyl-1H-indazol-5-yl)-1H-pyrazol-1-yl)-2-azaspiro[3.3]Heptane-2-yl)prop-2-en-1-one ClC=1C(=C2C=NNC2=CC1C)C=1C(=NN(C1C)C1CC2(CN(C2)C(C=C)=O)C1)C=1C=C2C=NN(C2=CC1)C